5,5'-methylenebisfuran isocyanate [N-]=C=O.C(C1=CC=CO1)C1=CC=CO1